5-chloro-N-(2,3-dihydro-1H-inden-1-yl)-2-methoxy-N-methylnicotinamide ClC=1C=NC(=C(C(=O)N(C)C2CCC3=CC=CC=C23)C1)OC